Ethyl-4-(((3R,4R,5S)-4-((((Z)-2-methylbut-2-enoyl)oxy)methyl)-5-(3,4,5-trimethoxyphenyl)tetrahydrofuran-3-yl)methyl)benzoate C(C)OC(C1=CC=C(C=C1)C[C@H]1CO[C@@H]([C@H]1COC(\C(=C/C)\C)=O)C1=CC(=C(C(=C1)OC)OC)OC)=O